tert-butyl (1-benzyl-3-(methoxymethyl)pyrrolidin-3-yl)(methyl)carbamate C(C1=CC=CC=C1)N1CC(CC1)(COC)N(C(OC(C)(C)C)=O)C